(R or S)-3-((3-(ethoxy-methyl)-1-(2-(6-methylpyridin-3-yl)propan-2-yl)pyrrolidin-3-yl)methyl)-3H-imidazo[4,5-c]pyridine C(C)OC[C@]1(CN(CC1)C(C)(C)C=1C=NC(=CC1)C)CN1C=NC2=C1C=NC=C2 |o1:4|